FC(C1=CC=C(C=C1)C1=NN(C2=CC=CC=C12)C1CN(CC1)C(\C=C\C)=O)(F)F (E)-1-(3-(3-(4-(trifluoromethyl)-phenyl)-1H-indazol-1-yl)pyrrolidin-1-yl)but-2-en-1-one